tert-butyl 5-(benzyloxy)-3-(hydroxymethyl)azepane-1-carboxylate C(C1=CC=CC=C1)OC1CC(CN(CC1)C(=O)OC(C)(C)C)CO